CC1=NNC(=C1C)C=1C(=C(C(=CC1)O)N1CC(NS1(=O)=O)=O)F 5-(3-(3,4-dimethyl-1H-pyrazol-5-yl)-2-fluoro-6-hydroxyphenyl)-1,2,5-thiadiazolidin-3-one 1,1-dioxide